(R)-4-benzyl-7-(methoxymethyl)-1,4-oxazepane C(C1=CC=CC=C1)N1CCO[C@H](CC1)COC